CS(=O)(=O)OCC1(COC1)C 3-(methylsulfonyloxymethyl)-3-methyl-oxetan